C1(CC1)S(=O)(=O)N[C@@H]1[C@@H](N(C2CC1C2)C(=O)OC(C)(C)C)CC=2C(=C(C=CC2)C2=CC=CC=C2)F tert-Butyl (3S,4S)-4-[(cyclopropylsulfonyl)amino]-3-[(2-fluoro[biphenyl]-3-yl)methyl]-2-azabicyclo[3.1.1]heptane-2-carboxylate